(R)-4-((2-Hydroxyethyl)sulfonamido)-N-(2-(2-methylmorpholino)pyrimidin-4-yl)-2-(6-azaspiro[2.5]octan-6-yl)benzamide OCCS(=O)(=O)NC1=CC(=C(C(=O)NC2=NC(=NC=C2)N2C[C@H](OCC2)C)C=C1)N1CCC2(CC2)CC1